N-(3-chloro-4-fluorophenyl)-9-(1-ethyl-1,2,3,6-tetrahydropyridin-4-yl)-1-methyl-6,7-dihydro-5H-benzo[c][1,2,3]triazolo[1,5-a]azepin-7-amine ClC=1C=C(C=CC1F)NC1C2=C(C=3N(CC1)N=NC3C)C=CC(=C2)C=2CCN(CC2)CC